1,3-bismethylsiloxy-1-methoxybutadiene C[SiH2]OC(=CC(=C)O[SiH2]C)OC